COC=1C(=CC2=C(N=C(S2)NC(C(OCC(C)C)C2=CC=C(C=C2)S(=O)(=O)CC)=O)C1)OC N-(5,6-Dimethoxy-benzothiazol-2-yl)-2-(4-ethanesulfonyl-phenyl)-2-isobutoxy-acetamide